N-((1r,4r)-4-((8-cyanoquinolin-5-yl)oxy)cyclohexyl)-4-(4-formylpiperidin-1-yl)benzamide C(#N)C=1C=CC(=C2C=CC=NC12)OC1CCC(CC1)NC(C1=CC=C(C=C1)N1CCC(CC1)C=O)=O